COC=1C=C2C(=CNC2=CC1)CCN1CCCC1 5-methoxy-3-(2-(pyrrolidin-1-yl)ethyl)-1H-indole